CN1C(C2(CC1=O)N1N(C=3C=CC=CC32)CCC1=O)=O 1'-Methyl-2,3-dihydro-1H-spiro[pyrazolo[1,2-a]indazole-9,3'-pyrrolidine]-1,2',5'-trione